N-[9-[(2R,3R,4R,5R)-4-hydroxy-5-(hydroxymethyl)-3-methoxy-tetrahydrofuran-2-yl]-6-oxo-1H-purin-2-yl]-2-methyl-propanamide O[C@H]1[C@H]([C@@H](O[C@@H]1CO)N1C=2N=C(NC(C2N=C1)=O)NC(C(C)C)=O)OC